4-Oxotetrahydrofuran-3-carboxylic acid methyl ester COC(=O)C1COCC1=O